C(C)(C)(C)OC(N(C=1C=C(C=C(C1)C)C1=CC(=CC(=C1)C(F)(F)F)C(F)(F)F)CC1=NC=C(C(=C1C)OC)C)=O ((4-methoxy-3,5-dimethylpyridin-2-yl)methyl)(5-methyl-3',5'-bis(trifluoromethyl)-[1,1'-biphenyl]-3-yl)carbamic acid tert-butyl ester